2-fluoro-5-(3,3,3-trifluoropropanoyl)-5,10-dihydro-11H-dibenzo[b,e][1,4]diazepin-11-one FC1=CC2=C(N(C3=C(NC2=O)C=CC=C3)C(CC(F)(F)F)=O)C=C1